(4-(6-fluoro-1H-indol-3-yl)furan-2-yl)-5-oxopentanoic acid FC1=CC=C2C(=CNC2=C1)C=1C=C(OC1)C(C(=O)O)CCC=O